C(C)(C)(C)OC(=O)N1CCC(CC1)C=1N=C(SC1)NC=1C=2N(C(=CN1)Br)C=CN2.NCCC[Si](OC)(OC)OC gamma-aminopropyl-trimethoxysilane tert-butyl-4-[2-[(5-bromoimidazo[1,2-a]pyrazin-8-yl)amino]thiazol-4-yl]piperidine-1-carboxylate